FC1=C(C(=C(C(=C1F)F)F)OC(F)(F)F)S(=O)(=O)N 2,3,4,5-tetrafluoro-6-(trifluoromethoxy)benzenesulfonamide